COC(=O)[C@@]1(CN(CCC1OC)C(=O)OC(C)(C)C)C (3R)-4-methoxy-3-methylpiperidine-1,3-dicarboxylic acid 1-(tert-butyl) 3-methyl ester